Cl.CC1CNC1 3-Methylazetidine hydrochloride